2,3-dicarboxy-α-cyanocinnamate C(=O)(O)C1=C(C=C(C(=O)[O-])C#N)C=CC=C1C(=O)O